COCCN1N=CC(=C1)C(=O)N[C@@H]1CCC2=CC(=CC=C12)C1=NOC(=N1)C (R)-1-(2-Methoxyethyl)-N-(5-(5-methyl-1,2,4-oxadiazol-3-yl)-2,3-dihydro-1H-inden-1-yl)-1H-pyrazol-4-carboxamid